C(C1=CC=CC=C1)NC(C1=CC=C(C=C1)CN1CCN(CC1)CCCCCC(=O)NO)=O N-benzyl-4-((4-(6-(hydroxyamino)-6-oxohexyl)piperazin-1-yl)methyl)benzamide